C(C)(C)(C)OC([C@H](CSSC[C@@H](C(=O)OC(C)(C)C)NC(=O)OC(C)(C)C)NC(=O)OC(C)(C)C)=O tert-butyl (2R)-3-[[(2R)-3-tert-butoxy-2-(tert-butoxycarbonylamino)-3-oxo-propyl]di-sulfanyl]-2-(tert-butoxycarbonylamino)propanoate